O=C(NCC)CCOCCOCCOCCOCCC(=O)O 4-oxo-7,10,13,16-tetraoxa-3-azanonadecan-19-oic acid